3-(7-Bromo-1-methyl-4-oxo-pyrazolo[4,3-c]quinolin-5-yl)propanoic Acid BrC=1C=CC=2C3=C(C(N(C2C1)CCC(=O)O)=O)C=NN3C